CN[C@@H]1COC2=C1C=CC(=C2)C=2N=CSC2 (S)-N-methyl-6-(thiazol-4-yl)-2,3-dihydrobenzofuran-3-amine